(2-hydroxy-2-methylpropyl)-D-alaninamide OC(CN[C@H](C)C(=O)N)(C)C